CC1=C(C(=CC=C1)C)C=1C=C(SC1)[C@H](CC(=O)OCC)NC(=O)NC=1C(N(C=CC1O)C)=O ethyl (S)-3-(4-(2,6-dimethylphenyl)thiophen-2-yl)-3-(3-(4-hydroxy-1-methyl-2-oxo-1,2-dihydro pyridin-3-yl)ureido)propanoate